FC1(COCCC1C(=O)O)F 3,3-difluorotetrahydro-2H-pyran-4-carboxylic acid